C(C)C1=CC=C(C=C1)S(=O)(=O)C=1C=NC2=CC=C(C=C2C1N1CCC(CC1)O)OC(F)(F)F 1-(3-((4-ethylphenyl)sulfonyl)-6-(trifluoromethoxy)quinolin-4-yl)piperidin-4-ol